(2R)-2-methyloxirane C[C@H]1OC1